2,5-dimethyl-2-cyclohexenone CC=1C(CC(CC1)C)=O